(R)-2-(3-(4-amino-3-(4-phenoxyphenyl)-1H-pyrazolo[3,4-d]pyrimidin-1-yl)piperidine-1-carbonyl)-4,4-dimethylpent-2-enenitrile NC1=C2C(=NC=N1)N(N=C2C2=CC=C(C=C2)OC2=CC=CC=C2)[C@H]2CN(CCC2)C(=O)C(C#N)=CC(C)(C)C